(R)-3-oxo-3-(3-((5-(thiazol-5-yl)-1H-pyrrolo[2,3-b]pyridin-4-yl)amino)piperidin-1-yl)propanenitrile O=C(CC#N)N1C[C@@H](CCC1)NC1=C2C(=NC=C1C1=CN=CS1)NC=C2